N-(3-fluoro-4-(2-methoxyethoxy)phenyl)-4-(3-nitrophenoxy)-7H-pyrrolo[2,3-d]pyrimidin-2-amine FC=1C=C(C=CC1OCCOC)NC=1N=C(C2=C(N1)NC=C2)OC2=CC(=CC=C2)[N+](=O)[O-]